NC1=C2C(=NC=N1)N(N=C2C2=CC(=C(C=C2)OC)F)C(CC)C2=NC1=CC=CC(=C1C(N2C2CC2)=O)F 2-(1-(4-amino-3-(3-fluoro-4-methoxyphenyl)-1H-pyrazolo[3,4-d]pyrimidin-1-yl)propyl)-3-cyclopropyl-5-fluoroquinazolin-4(3H)-one